CC(=CCN1C2=C(C=CC(=C2)OC)C3=C1[C@@H](N4C(=O)[C@@H]5CCCN5C(=O)[C@@]4([C@H]3O)O)C=C(C)C)C The molecule is an organic heteropentacyclic compound that is a mycotoxic indole alkaloid produced by several fungi via a tryptophan-proline diketopiperazine intermediate. It has a role as a mycotoxin. It is an organic heteropentacyclic compound and an indole alkaloid.